2-[(3-HYDROXYPROPYL)(PROPAN-2-YL)AMINO]ACETALDEHYDE OCCCN(CC=O)C(C)C